C(=C)P(OCCCCCCOP(OCCCCCC)(=O)C=C)(OCCCCCC)=O Hexane-1,6-diyl dihexyl bis(vinylphosphonate)